5-oxo-1,2,4a,5,6,7-hexahydro-8-oxa-3,5a,9,13c-tetraazanaphtho[3,2,1-de]anthracene-3(4H)-carboxylate O=C1C2CN(CCN2C=2C=3N1CCOC3N=C3C=CC=CC23)C(=O)[O-]